N5-((5,6-dihydro-8H-[1,2,4]triazolo[3,4-c][1,4]oxazin-3-yl)methyl)-N5,1-dimethyl-1H-benzo[d]imidazole-2,5-diamine N=1N=C(N2C1COCC2)CN(C2=CC1=C(N(C(=N1)N)C)C=C2)C